1,3-Bis(tert-butyl)-imidazolium C(C)(C)(C)N1C=[N+](C=C1)C(C)(C)C